2-(2-(methoxymethoxy)phenyl)-4,4,5,5-tetramethyl-1,3,2-dioxaborolane COCOC1=C(C=CC=C1)B1OC(C(O1)(C)C)(C)C